4-(5-((2-(1H-imidazol-4-yl)ethyl)amino)-2-methyl-4-oxo-1,7-naphthyridin-1(4H)-yl)-3,5-dichlorobenzonitrile N1C=NC(=C1)CCNC1=C2C(C=C(N(C2=CN=C1)C1=C(C=C(C#N)C=C1Cl)Cl)C)=O